tert-Butyl N-[(10R,14S)-5-cyano-10-methyl-9-oxo-3,8-diazatricyclo[13.3.1.02,7]nonadeca-1(19),2(7),3,5,15,17-hexaen-14-yl]carbamate C(#N)C=1C=NC=2C=3C=CC=C([C@H](CCC[C@H](C(NC2C1)=O)C)NC(OC(C)(C)C)=O)C3